COC(=O)C1(C(C2=CC=CC=C2C1)=O)SCC1=CC=CC=C1 2-(benzylthio)-1-oxo-2,3-dihydro-1H-indene-2-carboxylic acid methyl ester